(((R)-oxiran-2-yl)methoxy)-7-(1-(tetrahydro-2H-pyran-2-yl)-1H-pyrazol-5-yl)quinoline 1-oxide O1[C@H](C1)COC1=[N+](C2=CC(=CC=C2C=C1)C1=CC=NN1C1OCCCC1)[O-]